OCCCC[C@@H](C(N1CCCCC1)=O)NC(C1=CC=CC=C1)=O (S)-N-(6-hydroxy-1-oxo-1-(piperidin-1-yl)hex-2-yl)benzamide